4-Fluoro-N-((S)-1-((S)-3-hydroxypyrrolidin-1-yl)-3-methylbutan-2-yl)-N-methyl-2-(trifluoromethyl)benzamide FC1=CC(=C(C(=O)N(C)[C@H](CN2C[C@H](CC2)O)C(C)C)C=C1)C(F)(F)F